BrC1=CC2=C(N(C(=C2C(C)C)C=2C(=C(C=3N(C2)N=CN3)C)C)C(=O)OC(C)(C)C)S1 tert-butyl 2-bromo-5-(7,8-dimethyl-[1,2,4]triazolo[1,5-a]pyridin-6-yl)-4-isopropyl-6H-thieno[2,3-b]pyrrole-6-carboxylate